SCCCCCCCCCCCOCCOCCOCCO triethylene glycol mono-11-mercaptoundecyl ether